ClC=1C(=C(C=CC1)C1(CC1)O)CO 1-(3-chloro-2-(hydroxymethyl)phenyl)cyclopropan-1-ol